(S)-2,2'-{[4-(benzyloxy)-1-carboxy-4-oxobutyl]azanediyl}diacetic acid C(C1=CC=CC=C1)OC(CC[C@@H](C(=O)O)N(CC(=O)O)CC(=O)O)=O